C1(=C(C=CC=C1)[P+](C1=C(C=CC=C1)C)(C1=C(C=CC=C1)C)C1=C(C=CC=C1)C)C tetratolyl-phosphonium